C(C)(C)(C)OC(=O)N1CCC2(CC1)OC1=CC=C(C=C1C(C2)=O)Br 6-bromo-4-oxospiro[chroman-2,4'-piperidine]-1'-carboxylic acid tert-butyl ester